3-fluoro-N-(7-(hydroxyamino)-7-oxoheptyl)benzamide FC=1C=C(C(=O)NCCCCCCC(=O)NO)C=CC1